FC1=C(C=C2C=CC=NC2=C1)C(C)N1C(C2=CC=CC=C2C1=O)=O 2-(1-(7-fluoro-6-quinolyl)ethyl)isoindole-1,3-dione